[Na+].C(CCCCCCCCCCC)(=O)OCC(S(=O)(=O)[O-])C dodecanoic acid, methyl-2-sulfoethyl ester, sodium salt